FC=1C=C(OC2=C(N=NN2)C(=O)O)C=C(C1C#CC1=CC=CC=C1)OC(F)(F)F 5-(3-fluoro-4-(phenylethynyl)-5-(trifluoromethoxy)phenoxy)-1H-1,2,3-triazole-4-carboxylic acid